2-(3-aminobutyl)phenol NC(CCC1=C(C=CC=C1)O)C